3-[5-[4-[2-[1-hydroxy-3-[4-[(1R,2S)-6-hydroxy-2-phenyl-tetralin-1-yl]phenoxy]cyclobutyl]ethyl]piperazin-1-yl]-7-methoxy-1-oxo-isoindolin-2-yl]piperidine-2,6-dione OC1(CC(C1)OC1=CC=C(C=C1)[C@H]1[C@H](CCC2=CC(=CC=C12)O)C1=CC=CC=C1)CCN1CCN(CC1)C=1C=C2CN(C(C2=C(C1)OC)=O)C1C(NC(CC1)=O)=O